NN1C(=NN=C1CCC=1C=NC=CC1)SCC(=O)NC=1SC2=C(N1)C=CC(=C2)F 2-((4-Amino-5-(2-(pyridine-3-yl)ethyl)-4H-1,2,4-triazole-3-yl)thio)-N-(6-fluorobenzothiazole-2-yl)acetamide